(R)-4-mercapto-2-pyrrolidone S[C@@H]1CC(NC1)=O